2-Amino-N-{1-[8-chloro-5-(3-methoxy-pyrrolidin-1-yl)imidazo[1,5-a]pyridin-6-yl]ethyl}pyrazolo[1,5-a]pyrimidine-3-carboxamide trifluoroacetate salt FC(C(=O)O)(F)F.NC1=NN2C(N=CC=C2)=C1C(=O)NC(C)C=1C=C(C=2N(C1N1CC(CC1)OC)C=NC2)Cl